ClC=1C=C(CN2C(=CC3=CC(=CC=C23)OC)C(C)C2=CC=C(C=C2)CC(C)C)C=CC1 (3-chlorobenzyl)-2-(1-(4-isobutylphenyl)ethyl)-5-methoxy-1H-indole